(E)-3-(2-(4-(1H-indole-2-carbonyl)piperazin-1-yl)phenyl)-N-hydroxyacrylamide N1C(=CC2=CC=CC=C12)C(=O)N1CCN(CC1)C1=C(C=CC=C1)/C=C/C(=O)NO